ClC=1C=C(C(=NC1)OC1=C(C=C(C=C1)F)Cl)C(=O)N[C@@H](C)C1=CC=C(C(=O)O)C=C1 4-[(1S)-1-({[5-chloro-2-(2-chloro-4-fluorophenoxy)pyridin-3-yl]carbonyl}amino)ethyl]benzoic acid